2-amino-N-(tetrahydro-2H-pyran-4-yl)-5-(2-(1-(tetrahydro-2H-pyran-4-yl)pyrrolidin-3-yl)-2H-indazol-5-yl)nicotinamide NC1=C(C(=O)NC2CCOCC2)C=C(C=N1)C1=CC2=CN(N=C2C=C1)C1CN(CC1)C1CCOCC1